1-((2s,5r)-5-(4-chloro-6-(4-methyl-1H-imidazol-1-yl)pyrimidin-2-yl)-2-methylpiperidin-1-yl)ethan-1-one ClC1=NC(=NC(=C1)N1C=NC(=C1)C)[C@@H]1CC[C@@H](N(C1)C(C)=O)C